NC1=NC=2C=CC(=CC2C2=C1C=NN2C)C(=O)N(N2C(CCCC2)=O)CC2=CC=C(C=N2)C=2C=NC(=CC2)C(NC)=O 4-amino-1-methyl-N-((6'-(methylcarbamoyl)-[3,3'-bipyridin]-6-yl)methyl)-N-(2-oxopiperidin-1-yl)-1H-pyrazolo[4,3-c]quinoline-8-carboxamide